3-(5,5-dimethyl-1,3,2-dioxaborolan-2-yl)-4-(4-fluoro-2,6-dimethylphenoxy)benzenesulfonamide CC1(COB(O1)C=1C=C(C=CC1OC1=C(C=C(C=C1C)F)C)S(=O)(=O)N)C